C(N)(=O)C=1C=C2C(=CC=NC2=CC1OC)OC1=C(C=C(C=C1)NC(=O)C=1C(C(=C2N(CC3N(C2=O)CCO3)C1)C1=CC=C(C=C1)F)=O)F N-(4-((6-carbamoyl-7-methoxyquinolin-4-yl)oxy)-3-fluorophenyl)-6-(4-fluorophenyl)-5,7-dioxo-2,3,5,7,11,11a-hexahydrooxazolo[3,2-a]pyrido[1,2-d]pyrazine-8-carboxamide